2-((5aS,8aR)-5a,6,8,8a-tetrahydrofuro[3,4-b]pyrrolo[3',2':5,6]pyrido[3,2-e][1,4]oxazin-5(1H)-yl)benzamide N1C=CC2=CC=3N([C@@H]4[C@@H](OC3N=C21)COC4)C4=C(C(=O)N)C=CC=C4